2-((R)-tert-butylsulfinyl)-1-ethyl-2-azaspiro[3.4]octane C(C)(C)(C)[S@@](=O)N1C(C2(C1)CCCC2)CC